2-Bromo-4,6-dihydro-5H-thieno[2,3-c]pyrrole-5-carboxylic acid tert-butyl ester C(C)(C)(C)OC(=O)N1CC2=C(C1)C=C(S2)Br